(R)-1-(5-(3-fluoro-8-phenyl-7,8-dihydro-6H-pyrrolo[2',1':2,3]imidazo[4,5-b]pyridin-2-yl)pyrimidin-2-yl)piperidin-4-ol FC=1C=C2C(=NC1C=1C=NC(=NC1)N1CCC(CC1)O)N1C(=N2)CC[C@@H]1C1=CC=CC=C1